europium-gadolinium-samarium [Sm].[Gd].[Eu]